1,4-dioxo-1,4-dihydronaphthalen-2-yl 3,6-dichloro-2-methoxybenzoate ClC=1C(=C(C(=O)OC=2C(C3=CC=CC=C3C(C2)=O)=O)C(=CC1)Cl)OC